(4S)-N-(3-Chloro-2,4-difluorophenyl)-1-(2-hydroxy-3-morpholinopropyl)-N-methyl-3-(6-methyl-4-(trifluoromethyl)pyridin-2-yl)-2-oxoimidazolidine-4-carboxamide ClC=1C(=C(C=CC1F)N(C(=O)[C@H]1N(C(N(C1)CC(CN1CCOCC1)O)=O)C1=NC(=CC(=C1)C(F)(F)F)C)C)F